FC1=C(OC2=CC=C(C=C2)\C=C/2\C(=C(C3=CC(=CC=C23)F)CC(=O)O)C)C=CC(=C1)F 2-[(1Z)-1-{[4-(2,4-difluorophenoxy)phenyl]Methylene}-5-fluoro-2-methyl-1H-inden-3-yl]Acetic acid